(R)-N-((R)-(3-chloro-2,4-difluorophenyl)(cis-3-(trifluoromethyl)cyclobutyl)methyl)-2-methyl-3-oxopiperazine-1-carboxamide ClC=1C(=C(C=CC1F)[C@H](NC(=O)N1[C@@H](C(NCC1)=O)C)[C@@H]1C[C@@H](C1)C(F)(F)F)F